BrC=1C=C2C(=CN(C2=CC1)C(=O)OC(C)(C)C)C(=O)OC 1-(tert-butyl) 3-methyl 5-bromo-1H-indole-1,3-dicarboxylate